NC=1OC=CN1 amino-oxazol